Ethyl 2-(3-bromo-2-(methoxymethoxy)phenoxy)acetate BrC=1C(=C(OCC(=O)OCC)C=CC1)OCOC